2-(3-bromoprop-1-yn-1-yl)-5-chloro-1-[(trifluoromethyl)sulfanyl]indolizine BrCC#CC=1C(=C2C=CC=C(N2C1)Cl)SC(F)(F)F